N1=C(N=CC=C1)O pyrimidin-2-ol